methyl 1-((2,6-dichloro-5-nitropyrimidin-4-yl)methyl)-2,3-dihydro-1H-indene-1-carboxylate ClC1=NC(=C(C(=N1)CC1(CCC2=CC=CC=C12)C(=O)OC)[N+](=O)[O-])Cl